2,7-bisoctyl-[1]benzothieno[3,2-b][1]benzothiophene C(CCCCCCC)C1=CC2=C(C=C1)C=1SC3=C(C1S2)C=CC(=C3)CCCCCCCC